C12(CC3(CC(CC(C1)(C3)C(=O)Cl)(C2)C(=O)Cl)C(=O)Cl)C(=O)Cl adamantane-1,3,5,7-tetracarbonyl tetrachloride